4-fluorobenzenesulfonyl chloride FC1=CC=C(C=C1)S(=O)(=O)Cl